Ethyne C#C